BrC=1C=C(C(=NC1)CN1C(C(N(CC1)C1CCCC1)=O)=O)F 1-((5-bromo-3-fluoropyridin-2-yl)methyl)-4-cyclopentylpiperazine-2,3-dione